COC1=CC=C(CN2C(C3=CC=CC=C3C(=N2)COCCC(N2CCN(CC2)C2=NC=C(C=N2)C(F)(F)F)=O)=O)C=C1 2-(4-methoxybenzyl)-4-((3-oxo-3-(4-(5-(trifluoromethyl)pyrimidin-2-yl)piperazin-1-yl)propoxy)methyl)phthalazin-1(2H)-one